C(C)C=CCC(=O)O.C(C)(=O)OC=CCC ethylvinyl acetate (ethylvinyl acetate)